OC1(CC2(C1)CC(N(CC2)CC2=C1C=CN(C1=C(C=C2OC)C)C(=O)OC(C)(C)C)C2=CC=C(C=C2)C(=O)OC)C tert-butyl 4-((2-hydroxy-6-(4-(methoxycarbonyl)phenyl)-2-methyl-7-azaspiro[3.5]nonan-7-yl)methyl)-5-methoxy-7-methyl-1H-indole-1-carboxylate